S1C=NC2=C1C=CC(=C2)C2NCCOC2 3-(benzo[d]thiazol-5-yl)morpholin